[Si](C)(C)(C(C)(C)C)OCCSC=1N=NC(=CC1NC1=CC(=NC=C1)NC(CN1CC2(C1)CN(C2)C)=O)C2=C(C=CC(=C2)Cl)F N-(4-{[3-({2-[(tert-butyldimethylsilyl)oxy]ethyl}sulfanyl)-6-(5-chloro-2-fluorophenyl)pyridazin-4-yl]amino}pyridin-2-yl)-2-{6-methyl-2,6-diazaspiro[3.3]heptan-2-yl}acetamide